C1([C@H](O)[C@H](O)[C@H](O1)CO)C([C@H](O)[C@H](O)[C@H](O)CO)O ribosylribitol